(tert-Butylamino)-6-(6-(trifluoromethyl)pyridin-2-yl)-N-(2-(trifluoromethyl)pyridin-4-yl)-1,3,5-triazin-2-amine C(C)(C)(C)NC1=NC(=NC(=N1)C1=NC(=CC=C1)C(F)(F)F)NC1=CC(=NC=C1)C(F)(F)F